(8-((4-(cyclohexylamino)-3-(trifluoromethyl)-1H-pyrrolo[2,3-b]pyridin-6-yl)amino)-2,3-dihydrobenzo[b][1,4]dioxin-5-yl)(morpholino)methanone C1(CCCCC1)NC1=C2C(=NC(=C1)NC1=CC=C(C3=C1OCCO3)C(=O)N3CCOCC3)NC=C2C(F)(F)F